(2-sulfamoyl-4-pyridyl)-2-[4-(trifluoromethoxy)isoindolin-2-yl]-5-(trifluoromethyl)-pyridine-3-carboxamide S(N)(=O)(=O)C1=NC=CC(=C1)C1=C(C(=NC=C1C(F)(F)F)N1CC2=CC=CC(=C2C1)OC(F)(F)F)C(=O)N